N=1N=CN(C1)C1=CC(=C2C=NNC2=C1)OCCOCCCCNCC=1C=C(C=C(C1)Cl)CO (3-(((4-(2-((6-(4H-1,2,4-triazol-4-yl)-1H-indazol-4-yl)oxy)ethoxy)butyl)amino)methyl)-5-chlorophenyl)methanol